F[C@@]1(CN(C[C@H]([C@H]1O)F)C1=NC=CC(=N1)NC=1N=CC2=C(C=CC(=C2C1)C(C)C)N1[C@@H]([C@H](C1)CS(=O)(=O)C)C)C (3R,4R,5R)-3,5-difluoro-1-[4-({8-[(2R,3S)-3-(methanesulfonyl-methyl)-2-methylazetidin-1-yl]-5-(propan-2-yl)isoquinolin-3-yl}amino)pyrimidin-2-yl]-3-methyl-piperidin-4-ol